3-((4,4-bis(((Z)-oct-5-en-1-yl)oxy)butanoyl)oxy)-2-(((7-((2-butyloctanoyl)oxy)heptanoyl)oxy)methyl)propyl 4-(((2-(dimethylamino)ethyl)carbamoyl)oxy)decanoate CN(CCNC(=O)OC(CCC(=O)OCC(COC(CCC(OCCCC\C=C/CC)OCCCC\C=C/CC)=O)COC(CCCCCCOC(C(CCCCCC)CCCC)=O)=O)CCCCCC)C